C(C1=CC=CC=C1)(=O)N[C@@H](CC1=CC=C(C=C1)F)C(=O)N[C@@H](CC1=CC=C(C=C1)F)CO N-(N-benzoyl-L-p-fluorophenylalanyl)-L-p-fluorophenylalaninol